CS(=O)(=O)N[C@@H]1[C@@H](N(CCC1)C(=O)OC(C)(C)C)CC=1N=C(SC1)C1=CC=CC=C1 Tert-Butyl cis-3-((methylsulfonyl)amino)-2-((2-phenyl-1,3-thiazol-4-yl)methyl)piperidine-1-carboxylate